dithiodimorpholine C1CN(SSN2CCOCC2)CCO1